OC=1C=C2C=CC=C(C2=CC1)C1=C2C(=NC(=C1C#N)N1CC3(CN(C3)C(C=C)=O)CC1)CC(OC2)(C)C 4-(6-hydroxy-1-naphthalenyl)-7,7-dimethyl-2-(2-(2-propenoyl)-2,6-diazaspiro[3.4]octan-6-yl)-7,8-dihydro-5H-pyrano[4,3-b]pyridine-3-carbonitrile